ClC1=CC=C(C=C1)C(C(=O)O)(C(CCC)C)N1N=CN=C1 2-(4-chlorophenyl)-2-(1,2,4-triazole-1-yl)-methylhexanoic acid